OCC(COCC(CO)(CO)CO)(CO)CO Bis[2,2,2-tris(hydroxymethyl) ethyl] ether